O(C=1C=C2C(C(=O)NC2=O)=CC1)C=1C=C2C(C(=O)NC2=O)=CC1 4,4'-oxybisphthalimide